2-[4-(5-Amino-4-carbamoyl-1-isopropyl-pyrazol-3-yl)-2,6-difluoro-phenyl]acetic acid NC1=C(C(=NN1C(C)C)C1=CC(=C(C(=C1)F)CC(=O)O)F)C(N)=O